(R)-4-(3-methylmorpholino)-6-(2-(methylsulfonyl)propan-2-yl)-N-(1H-pyrazol-5-yl)pyrimidin-2-amine C[C@@H]1COCCN1C1=NC(=NC(=C1)C(C)(C)S(=O)(=O)C)NC1=CC=NN1